5-chloro-2-(difluoromethoxy)-3-(5-(2,3-dihydrobenzofuran-4-yl)-4-methyl-4H-1,2,4-triazol-3-yl)pyridine ClC=1C=C(C(=NC1)OC(F)F)C1=NN=C(N1C)C1=CC=CC2=C1CCO2